C(#N)C[C@@H]1N(CCN(C1)C=1C2=C(N=C(N1)SC)OC1(CC2)CC2=CC=CC=C2C1)C(=O)[O-] (S)-2-(cyanomethyl)-4-(2'-(methylthio)-1,3,5',6'-tetrahydrospiro[indene-2,7'-pyrano[2,3-d]pyrimidin]-4'-yl)piperazine-1-carboxylate